(E)-1-(4-hydroxy-2-methylphenyl)-3-(3,4,5-trimethoxyphenyl)prop-2-en-1-one OC1=CC(=C(C=C1)C(\C=C\C1=CC(=C(C(=C1)OC)OC)OC)=O)C